C1(CC1)C1=NC=2N(C=C1)N=CC2C(=O)NC2=CC(=CC(=C2)NC)C2=NN(C=N2)C 5-Cyclopropyl-N-(3-(1-methyl-1H-1,2,4-triazol-3-yl)-5-(methylamino)phenyl)pyrazolo[1,5-a]pyrimidine-3-carboxamide